7-(5-(((1S,2S,3R,5R)-2-fluoro-9-azabicyclo[3.3.1]nonan-3-yl)(methyl)amino)pyrazin-2-yl)-6-hydroxy-3-(2,2,2-trifluoroethyl)quinazolin-4(3H)-one F[C@H]1[C@@H]2CCC[C@H](C[C@H]1N(C=1N=CC(=NC1)C1=C(C=C3C(N(C=NC3=C1)CC(F)(F)F)=O)O)C)N2